N-methoxy-N-methylazetidine-3-carboxamide CON(C(=O)C1CNC1)C